1-(1H-benzo[d]imidazol-2-yl)-3-(4-chlorophenyl)urea N1C(=NC2=C1C=CC=C2)NC(=O)NC2=CC=C(C=C2)Cl